NC(CNCCS(=O)(=O)O)=O 2-[(2-Amino-2-oxoethyl)amino]ethane-1-sulfonic acid